2-((benzyloxy)methyl)-3,4-dihydro-2H-pyran-5-carbaldehyde C(C1=CC=CC=C1)OCC1OC=C(CC1)C=O